methyl-4,6-dimethylpyridin-2-yl-carbamate COC(NC1=NC(=CC(=C1)C)C)=O